(R)-6-fluoro-5-(1-(1-fluoropropan-2-yl)-1H-benzo[d][1,2,3]triazol-6-yl)-4-methoxy-N-(2-oxaspiro[3.5]nonan-7-yl)pyrrolo[2,1-f][1,2,4]triazin-2-amine FC=1C(=C2C(=NC(=NN2C1)NC1CCC2(COC2)CC1)OC)C=1C=CC2=C(N(N=N2)[C@@H](CF)C)C1